NCCNC1=C(C(=O)N)C=CC=C1 2-((2-aminoethyl)amino)benzamide